(R)-N-(4-methoxy-2-(4-(4-methyl-3-oxopiperazin-1-yl)piperidin-1-yl)-5-((6-(3-(3-phenoxyphenyl)isooxazolidin-2-yl)pyrimidin-4-yl)amino)phenyl)acrylamide COC1=CC(=C(C=C1NC1=NC=NC(=C1)N1OCC[C@@H]1C1=CC(=CC=C1)OC1=CC=CC=C1)NC(C=C)=O)N1CCC(CC1)N1CC(N(CC1)C)=O